F[C@@H]1[C@H](C[C@@]2(C=C[C@H]1N2)C)OC2=CC=C(N=N2)C2=C(C=C(C=C2)N2C=NC=C2)O 2-(6-(((1R,3S,4S,5R)-4-fluoro-1-methyl-8-azabicyclo[3.2.1]oct-6-en-3-yl)oxy)pyridazin-3-yl)-5-(1H-imidazol-1-yl)phenol